FC(OC1=CC=C(C(=N1)OC)[N+](=O)[O-])F 6-(difluoromethoxy)-2-methoxy-3-nitro-pyridine